7-chloro-2-iodo-5-methylpyrazolo[1,5-a]pyridine-3-carboxaldehyde ClC1=CC(=CC=2N1N=C(C2C=O)I)C